isobutyl ((((2R,3S,4R,5R)-5-(4-aminopyrrolo[2,1-f][1,2,4]triazin-7-yl)-5-cyano-3,4-dihydroxytetrahydrofuran-2-yl)methoxy)(4-(tert-butyl)phenoxy)phosphoryl)-L-alaninate NC1=NC=NN2C1=CC=C2[C@]2([C@@H]([C@@H]([C@H](O2)COP(=O)(OC2=CC=C(C=C2)C(C)(C)C)N[C@@H](C)C(=O)OCC(C)C)O)O)C#N